BrC1=CC=C(C=C1)C1=NNC(=C1C=O)Cl 3-(4-bromophenyl)-5-chloro-1H-pyrazole-4-carbaldehyde